5-methyl-2,5-diazabicyclo[2.2.2]octan CN1C2CNC(C1)CC2